NC1=NC=C(C2=C1C(=NN2C)C2=CC(=C(C=C2)NS(=O)(=O)C(F)F)OCC2=CC=C(C=C2)F)I N-(4-(4-amino-7-iodo-1-methyl-1H-pyrazolo[4,3-c]pyridin-3-yl)-2-((4-fluorobenzyl)oxy)phenyl)-1,1-difluoromethanesulfonamide